FC(C(C)=NC(C)C)F N-(1,1-Difluoroprop-2-ylidene)propan-2-amine